C(C(=O)O)(=O)O.FC1=CC2=C(C(=NO2)C2CCN(CC2)CCCC(=O)N2C3=C(CCC4=C2C=CC=C4)C=CC=C3)C=C1 4-[4-(6-Fluorobenzo[d]isoxazol-3-yl)piperidin-1-yl]-1-[10,11-dihydro-5H-dibenzo[b,f]azepin-5-yl]butan-1-one oxalate salt